(2R,3R,4R,5S)-2-methyl-1-(spiro[2.5]oct-6-ylmethyl)piperidine-3,4,5-triol C[C@H]1N(C[C@@H]([C@H]([C@@H]1O)O)O)CC1CCC2(CC2)CC1